n-propyl-tributoxysilane C(CC)[Si](OCCCC)(OCCCC)OCCCC